(3-methoxy-4-((3-(trimethylsilyl)prop-2-yn-1-yl)amino)phenyl)-4,5-dihydro-3H-isothiazole 1-oxide COC=1C=C(C=CC1NCC#C[Si](C)(C)C)C1NS(CC1)=O